1-[2-Fluoro-4-(trifluoromethoxy)phenyl]cyclopropane-carbonyl chloride FC1=C(C=CC(=C1)OC(F)(F)F)C1(CC1)C(=O)Cl